2-(6-azaspiro[2.5]octan-6-yl)-4-bromobenzoyl chloride C1CC12CCN(CC2)C2=C(C(=O)Cl)C=CC(=C2)Br